C(C1=CC=CC=C1)OC1=CC=C(C(=C1N1CC(NS1(=O)=O)=O)F)C#CC1CCCCC1 5-(6-(benzyloxy)-3-(cyclohexylethynyl)-2-fluorophenyl)-1,2,5-thiadiazolidin-3-one 1,1-dioxide